(S)-8-nitro-1,2,3,4,10,10a-hexahydropyrazino[1,2-a]indole hydrochloride Cl.[N+](=O)([O-])C1=CC=2C[C@@H]3N(C2C=C1)CCNC3